benzylaminoimidazoquinoline hydrochloride Cl.C(C1=CC=CC=C1)NC=1NC2=C(C=CC=3C=CC=NC23)N1